FC1=CC=C(OC2=C(C=C(S2)C(=O)O)NC(C2=CC=C(C=C2)C)=O)C=C1 5-(4-fluorophenoxy)-4-(4-methylbenzamido)thiophene-2-carboxylic acid